5-FLUORO-6-METHYLPYRIDINE-2-BORONIC ACID FC=1C=CC(=NC1C)B(O)O